(S)-6-bromo-1'-(5-((3-chloro-2-methoxypyridin-4-yl)thio)-1H-imidazo[4,5-b]pyrazin-2-yl)-1,3-dihydrospiro[indene-2,4'-piperidin]-1-amine BrC1=CC=C2CC3(CCN(CC3)C3=NC=4C(=NC=C(N4)SC4=C(C(=NC=C4)OC)Cl)N3)[C@@H](C2=C1)N